2-(5-methoxy-1-benzofuran-2-yl)-3-(methylamino)imidazo[1,2-a]pyridine-7-carbonitrile COC=1C=CC2=C(C=C(O2)C=2N=C3N(C=CC(=C3)C#N)C2NC)C1